2-bromo-10-(2-(1-methylpiperidin-2-yl)ethyl)-10H-phenothiazine BrC1=CC=2N(C3=CC=CC=C3SC2C=C1)CCC1N(CCCC1)C